C(CCCCCCCCCCC=CCCCCCCC(=O)NN)(=O)NN 12-eicosenedihydrazide